C(#N)C1=CC=C2C3=C(NC2=C1)C(=NC(=C3)C(=O)OC)C3=CC=C(C=C3)N(S(=O)(=O)C3=CC=CC=C3)C methyl 7-cyano-1-(4-(N-methylphenylsulfonamido)phenyl)-9H-pyrido[3,4-b]indole-3-carboxylate